S1CCCC1 thiaCyclopentane